N-cyano-N-(3-methylbut-3-en-1-yl)benzamide methyl-(3S,4R)-3-amino-4-((6-(2,6-dichloro-3,5-dimethoxyphenyl)quinazolin-2-yl)amino)cyclopentane-1-carboxylate COC(=O)C1C[C@@H]([C@@H](C1)NC1=NC2=CC=C(C=C2C=N1)C1=C(C(=CC(=C1Cl)OC)OC)Cl)N.C(#N)N(C(C1=CC=CC=C1)=O)CCC(=C)C